ClC1=C(NC2=CC=C(C(=C12)Cl)F)C(=O)N1CCN(CC1)C(CN1CCOCC1)=O 1-(4-(3,4-dichloro-5-fluoro-1H-indole-2-carbonyl)piperazin-1-yl)-2-morpholinoethan-1-one